1-(2-chloro-5-(4-((2-(piperidine-4-yl)ethoxy)methyl)piperidine-1-carbonyl)phenyl)dihydropyrimidine-2,4(1H,3H)-dione ClC1=C(C=C(C=C1)C(=O)N1CCC(CC1)COCCC1CCNCC1)N1C(NC(CC1)=O)=O